OC1CN(CCC1(OC)OC)C(=O)OC(C)(C)C tert-butyl 3-hydroxy-4,4-dimethoxy-piperidine-1-carboxylate